tert-Butyl 5-(2-(4-fluorophenyl)-1H-pyrrolo[2,3-b]pyridin-1-yl)indoline-1-carboxylate FC1=CC=C(C=C1)C1=CC=2C(=NC=CC2)N1C=1C=C2CCN(C2=CC1)C(=O)OC(C)(C)C